(2S,4S)-4-acetamido-1-(4,6-bis(trifluoromethyl)pyridin-2-yl)-N-(4-fluorophenyl)-N-methylpyrrolidine-2-carboxamide C(C)(=O)N[C@H]1C[C@H](N(C1)C1=NC(=CC(=C1)C(F)(F)F)C(F)(F)F)C(=O)N(C)C1=CC=C(C=C1)F